N1(N=CC=C1)C1=CC=C(C=C1)C(CCCCCNC1=C2C(N(C(C2=CC=C1)=O)C1C(NC(CC1)=O)=O)=O)=O ((6-(4-(1H-pyrazol-1-yl)phenyl)-6-oxohexyl)amino)-2-(2,6-dioxopiperidin-3-yl)isoindoline-1,3-dione